CC(C)OC1=C(C=C2C=CN=C(C2=C1)OC[C@H]1CNC[C@@H]1C(F)(F)F)C(=O)N 7-(propan-2-yloxy)-1-{[(3R,4R)-4-(trifluoromethyl)pyrrolidin-3-yl]methoxy}isoquinoline-6-carboxamide